NC1=NC=CC=C1CCC[C@@H](C(=O)O)NC(=O)OC(C)(C)C (2S)-5-(2-aminopyridin-3-yl)-2-{[(tert-butoxy)carbonyl]amino}pentanoic acid